7-aza-1H-benzotriazol N1N=NC2=C1N=CC=C2